2-amino-N-(pyridin-3-yl)benzamide C1=CC=C(C(=C1)C(=O)NC2=CN=CC=C2)N